(E)-N'-((1H-benzo[d]imidazol-2-yl)methylene)-1-methyl-4-oxo-1,4-dihydroquinoline-3-carbohydrazide N1C(=NC2=C1C=CC=C2)\C=N\NC(=O)C2=CN(C1=CC=CC=C1C2=O)C